di(1-methylethyl) phosphate P(=O)(OC(C)C)(OC(C)C)[O-]